1'-(4-isopropylbenzyl)spiro[benzo[d][1,3]oxazine-4,4'-piperidin]-2(1H)-one C(C)(C)C1=CC=C(CN2CCC3(CC2)C2=C(NC(O3)=O)C=CC=C2)C=C1